5-iodo-7-((trans)-4-(4-methylpiperazin-1-yl)cyclohexyl)-7H-pyrrolo[2,3-d]Pyrimidin-4-amine IC1=CN(C=2N=CN=C(C21)N)[C@@H]2CC[C@H](CC2)N2CCN(CC2)C